1-(β-D-glucopyranosyl)-4-chloro-3-[5-(5-thiazolyl)-2-thienylmethyl]benzene [C@@H]1([C@H](O)[C@@H](O)[C@H](O)[C@H](O1)CO)C1=CC(=C(C=C1)Cl)CC=1SC(=CC1)C1=CN=CS1